3-(benzhydrylamino)-6-methyl-pyridazine-4-carboxylic acid ethyl ester C(C)OC(=O)C1=C(N=NC(=C1)C)NC(C1=CC=CC=C1)C1=CC=CC=C1